[2-amino-4-(trifluoromethoxy)phenyl]-[4-[2-(1-cyclopropyl-4-piperidyl)-5H-pyrrolo[2,3-b]pyrazin-7-yl]-1-piperidyl]methanone NC1=C(C=CC(=C1)OC(F)(F)F)C(=O)N1CCC(CC1)C1=CNC2=NC=C(N=C21)C2CCN(CC2)C2CC2